tert-Butyl {3-[(1,3-dioxo-1,3-dihydro-2H-isoindol-2-yl)oxy]propyl}carbamate O=C1N(C(C2=CC=CC=C12)=O)OCCCNC(OC(C)(C)C)=O